(+)-3-chloro-4-((3,5-difluoropyridin-2-yl)methoxy)-2'-(2-(2-hydroxypropan-2-yl)pyrimidin-4-yl)-5',6-dimethyl-2H-[1,4'-bipyridin]-2-one ClC=1C(N(C(=CC1OCC1=NC=C(C=C1F)F)C)C1=CC(=NC=C1C)C1=NC(=NC=C1)C(C)(C)O)=O